ClC=1C=C(C=C(C1)OC)C=1C(=NN2C1N=C(C=C2C=2C=NNC2)N2CC1=CC=CC=C1C2)C(=O)N (3-chloro-5-methoxyphenyl)-5-(isoindolin-2-yl)-7-(1H-pyrazol-4-yl)pyrazolo[1,5-a]pyrimidine-2-carboxamide